9-(4-(3-(difluoromethyl)-5-methyl-1H-pyrazol-1-yl)benzyl)-2-(2-isopropylpyridin-3-yl)-7,9-dihydro-8H-purin-8-one FC(C1=NN(C(=C1)C)C1=CC=C(CN2C3=NC(=NC=C3NC2=O)C=2C(=NC=CC2)C(C)C)C=C1)F